ClC1=NC=CC2=C1SC1=C2C=CC=C1 1-chlorobenzo[4,5]thieno[2,3-c]pyridine